hydrocyanic acid C#N